4-(2-benzyloxycarbonylamino-4-thiazolyl)-4-carboxyl-3-butenoic acid (2-methyl-2-buten-4-yl) ester CC(C)=CCOC(CC=C(C(=O)O)C=1N=C(SC1)NC(=O)OCC1=CC=CC=C1)=O